CN(C1=CC=CC=C1)C N,N-dimethylbenzeneamine